C1(CC1)C=1C=C(C=C2C=NN(C12)C1OCCCC1)N 7-cyclopropyl-1-tetrahydropyran-2-yl-indazol-5-amine